C(C1=CC=CC=C1)N(C=1C=C(C(=NC1OCCCCCCCCCCCCCC)C1(CC(C1)(F)F)O)F)CC1=CC=CC=C1 1-[5-(Dibenzylamino)-3-fluoro-6-(tridecylmethoxy)-2-pyridinyl]-3,3-difluoro-cyclobutanol